N1C=C(C2=CC=CC=C12)NC(=O)C1=NN(C2=CC(=CC=C12)C(F)(F)F)C N-(1H-indol-3-yl)-1-methyl-6-(trifluoromethyl)indazole-3-carboxamide